methyl 2-[[2,6-dichloro-5-[(E)-hydroxyiminomethyl]pyrimidin-4-yl]amino]-5-fluoro-benzoate ClC1=NC(=C(C(=N1)NC1=C(C(=O)OC)C=C(C=C1)F)/C=N/O)Cl